C[C@]1(CC[C@@]2(CC[C@@]3(C(=CC[C@H]4[C@]3(CC[C@H]([C@]4(C)CCC(=O)OC)C(C)(CO)O)C)[C@@H]2C1)C)C(=O)O)CO The molecule is a tetracyclic triterpenoid with a seco-oleanane type skeleton isolated from the stem barks of Kalopanax pictus. It has a role as a metabolite, an anti-inflammatory agent and a plant metabolite. It is a tetracyclic triterpenoid, a hydroxy monocarboxylic acid and a methyl ester.